(2S,3R)-2-(benzyloxy)-3-[3,4-bis(methoxymethoxy)phenyl]-3-hydroxy-1-[(4S)-4-phenyl-2-sulfanylidene-1,3-oxazolidin-3-yl]propan-1-one C(C1=CC=CC=C1)O[C@H](C(=O)N1C(OC[C@@H]1C1=CC=CC=C1)=S)[C@H](O)C1=CC(=C(C=C1)OCOC)OCOC